N-(2-amino-2-methylpropyl)-8-(5-(4-fluoro-2-methoxyphenyl)imidazo[2,1-b][1,3,4]thiadiazol-2-yl)-1-thia-8-azaspiro[4.5]decane-4-carboxamide 1,1-dioxide NC(CNC(=O)C1CCS(C12CCN(CC2)C2=NN1C(S2)=NC=C1C1=C(C=C(C=C1)F)OC)(=O)=O)(C)C